N-(4-chloro-2,5-difluoro-phenyl)-5-phenyl-1H-pyrrole-3-sulfonamide ClC1=CC(=C(C=C1F)NS(=O)(=O)C1=CNC(=C1)C1=CC=CC=C1)F